N-(3-(tert-butyl)-1,2,4-oxadiazol-5-yl)-6-methyl-7-(pyrazolo[1,5-a][1,3,5]triazin-8-ylethynyl)isoxazolo[4,5-c]pyridin-3-amine C(C)(C)(C)C1=NOC(=N1)NC1=NOC2=C1C=NC(=C2C#CC=2C=NN1C2N=CN=C1)C